FC(COC=1C=CC=2N(C1)N=CC2C2CCN(CC2)C(=O)OC(C)(C)C)F tert-butyl 4-(6-(2,2-difluoroethoxy)pyrazolo[1,5-a]pyridin-3-yl)piperidine-1-carboxylate